(1r,3r)-3-(4-(difluoromethoxy)-3-fluorophenoxy)-N-((6-fluoroisoquinolin-5-yl)methyl)cyclobutane-1-amine hydrochloride Cl.FC(OC1=C(C=C(OC2CC(C2)NCC2=C3C=CN=CC3=CC=C2F)C=C1)F)F